(2R,3R,4S,5R)-2-(6-chloro-4-(6'-fluoro-2',3'-dihydrospiro[azetidine-3,1'-inden]-1-yl)-1H-pyrazolo[3,4-d]pyrimidin-1-yl)-5-(hydroxymethyl)tetrahydrofuran-3,4-diol ClC1=NC(=C2C(=N1)N(N=C2)[C@@H]2O[C@@H]([C@H]([C@H]2O)O)CO)N2CC1(CCC3=CC=C(C=C13)F)C2